Butyl (5-hydroxy-3,4,6-trimethylpyridin-2-yl)carbamate OC=1C(=C(C(=NC1C)NC(OCCCC)=O)C)C